BrC=1C(=C2C(=NC1)N(C[C@]21C[C@@H](CC1)O)CC1=CC=C(C=C1)OC)Cl |r| (1RS,3RS)-5'-bromo-4'-chloro-1'-(4-methoxybenzyl)-1',2'-dihydrospiro[cyclopentane-1,3'-pyrrolo[2,3-b]pyridin]-3-ol